ClC=1C=C(C=C(C1)Cl)NC(=O)NC1=CC(=CC=C1)OC(F)(F)F 1-(3,5-dichlorophenyl)-3-(3-trifluoromethoxyphenyl)urea